1-hexanoL C(CCCCC)O